1-[4-(3-{[4-(trifluoromethyl)phenyl]methyl}pyrazin-2-yl)piperazin-1-yl]prop-2-en-1-one FC(C1=CC=C(C=C1)CC=1C(=NC=CN1)N1CCN(CC1)C(C=C)=O)(F)F